(2-(6-(2-ethyl-5-fluoro-4-hydroxyphenyl)-1H-indazol-3-yl)-5-propyl-4,5,6,7-tetrahydro-3H-imidazo[4,5-c]pyridin-6-yl)methanone C(C)C1=C(C=C(C(=C1)O)F)C1=CC=C2C(=NNC2=C1)C1=NC2=C(CN(C(C2)C=O)CCC)N1